C(C)(C)(C)OC(NCC=1C=C(C2=C(CCO2)C1C(C(C)O)O)C1=CC=C(C=C1)OC(F)(F)F)=O ((4-(cis-1,2-dihydroxypropyl)-7-(4-(trifluoromethoxy)phenyl)-2,3-dihydrobenzofuran-5-yl)methyl)carbamic acid tert-butyl ester